C(CC)C1=NNC(C(=C1)C(F)(F)F)=O 3-propyl-5-(trifluoromethyl)-1H-pyridazin-6-one